C(C)OC=1C=C(C=O)C=CC1OCCC(=C)C 3-ethoxy-4-((3-methylbut-3-en-1-yl)oxy)benzaldehyde